C(C)OC(CCC(=O)C1=NC(=CC=C1O)C1CCCCC1)=O 4-(6-Cyclohexyl-3-hydroxy-pyridin-2-yl)-4-oxo-butyric acid ethyl ester